C=12C(C(=O)OC(C=3C2=CC=CC3)=O)=CC=CC1 diphenic acid, anhydride